2,1-Dibromomethylethylene oxide BrCC1C(CBr)O1